1-(4-chloro-3-fluorophenyl)-3-methyl-1,3-dihydro-2H-imidazol-2-one ClC1=C(C=C(C=C1)N1C(N(C=C1)C)=O)F